2-(bis(3-chloro-4-fluorophenyl)methyl)-5-(methylsulfonyl)-4-(trifluoromethyl)-1H-imidazole ClC=1C=C(C=CC1F)C(C=1NC(=C(N1)C(F)(F)F)S(=O)(=O)C)C1=CC(=C(C=C1)F)Cl